(E)-(8-(4-amino-2-(methoxymethyl)-1-methyl-6-(trifluoromethyl)-1H-benzo[d]imidazol-5-yl)-1-(2-ethoxyvinyl)indolizin-3-yl)(3,4,5-trifluorophenyl)methanone NC1=C(C(=CC=2N(C(=NC21)COC)C)C(F)(F)F)C2=CC=CN1C(=CC(=C21)\C=C\OCC)C(=O)C2=CC(=C(C(=C2)F)F)F